O[C@@H]1CC2CC[C@H]3[C@@H]4CC[C@H](CC)[C@]4(CC[C@@H]3[C@]2(CC1)C)C 3β-Hydroxypregnane